C(C1=CC=CC=C1)OC(=O)N1CCC2(C[C@H]([C@@H]([C@H]2N2C(C3=CC=CC=C3C2=O)=O)F)C)CC1 (1s,2s,3r)-1-(1,3-dioxoisoindolin-2-yl)-2-fluoro-3-methyl-8-azaspiro[4.5]decane-8-carboxylic acid benzyl ester